CC1=C(OC(C(=O)O)(C)C)C(=CC(=C1)CN1C(N(CC1=O)C1=CC(=C(C=C1)C(F)(F)F)Cl)=O)C 2-(2,6-Dimethyl-4-((3-(3-chloro-4-(trifluoromethyl)phenyl)-2,5-dioxoimidazolin-1-yl)methyl)-phenoxy)-2-methylpropionic acid